FC=1C=CC(=C(C(=O)NCC2=CC=C(C=C2)C2=NN(C(=C2C(=O)OCC)NC(C2=CC=CC=C2)(C2=CC=CC=C2)C2=CC=CC=C2)[C@H](C(F)(F)F)C)C1)OC (S)-ethyl 3-(4-((5-fluoro-2-methoxybenzamido)methyl) phenyl)-1-(1,1,1-trifluoropropan-2-yl)-5-(tritylamino)-1H-pyrazole-4-carboxylate